1-(4-(6-Fluoro-3-(4-hydroxy-4-(hydroxymethyl)piperidine-1-carbonyl)quinolin-4-yl)phenyl)cyclopropane-1-carbonitrile FC=1C=C2C(=C(C=NC2=CC1)C(=O)N1CCC(CC1)(CO)O)C1=CC=C(C=C1)C1(CC1)C#N